2-iodo-4-(trifluoromethyl)-1H-imidazole hydrochloride Cl.IC=1NC=C(N1)C(F)(F)F